cyclopropyl(2-methoxypyridin-4-yl)methanol C1(CC1)C(O)C1=CC(=NC=C1)OC